OC=1C=C(C=CC1)C=CC(=O)C1=CC=C(C#N)C=C1 4-[3-(3-Hydroxyphenyl)prop-2-enoyl]benzonitrile